1-(4-(3-isopropyl-2-(8-methylquinolin-6-yl)-1H-indol-5-yl)piperidin-1-yl)-2-methylpropan-2-ol C(C)(C)C1=C(NC2=CC=C(C=C12)C1CCN(CC1)CC(C)(O)C)C=1C=C2C=CC=NC2=C(C1)C